IC1=C(C=CC=C1)C=1C=C(C=2N(C1)C=C(N2)C2=CC=CC=C2)C2=CC=CC=C2 6-(2-iodophenyl)-2,8-diphenylimidazo[1,2-a]pyridine